OC[C@H]1C[C@@H]2[C@@]1(CC[C@@H]1[C@H]3CC[C@](C[C@H]3CC[C@@H]21)(O)C)C (1S,2aS,2bR,4aR,6R,8aS,8bR,10aS)-1-(hydroxymethyl)-6,10a-dimethylhexadecahydrocyclobuta[a]phenanthren-6-ol